C1(CC1)C=1N=NNC1 4-cyclopropyl-1H-1,2,3-triazol